FC1=CC=C2C=C(C=C(C2=C1C#C[Si](C(C)C)(C(C)C)C(C)C)C1=CC=2N=C(N=CC2C(=N1)N1CCCC1)S(=O)C)OCOC 1-{7-[7-fluoro-3-(methoxymethoxy)-8-[2-(triisopropylsilyl)ethynyl]naphthalen-1-yl]-2-methanesulfinylpyrido[4,3-d]pyrimidin-5-yl}pyrrolidine